C1([C@H](O)[C@H](O)[C@H](O1)CO)C1=NC=C2CC=NC2=N1 D-ribofuranosyl-7-deazapurine